[C@@H]12OC[C@@H](N(C1)CCCCCN1C3=C(OC4=C1N=CC(=C4)C=4C=C1C=NNC1=CC4)C=C(C(=C3)C)C=3C=C4C=NNC4=CC3)C2 10-(5-((1S,4S)-2-oxa-5-azabicyclo[2.2.1]heptan-5-yl)pentyl)-3,7-di(1H-indazol-5-yl)-8-methyl-10H-benzo[b]pyrido[2,3-e][1,4]oxazine